(azetidinyl)methanesulfonamide hydrochloride Cl.N1(CCC1)CS(=O)(=O)N